OC1=CC(C=C2CCC3C4CCC(C4(CCC3C12C)C)(C(=O)O)O)=O 1,17-dihydroxy-10,13-dimethyl-3-oxo-6,7,8,9,10,11,12,13,14,15,16,17-dodecahydro-3H-cyclopenta[a]phenanthrene-17-carboxylic acid